N-(6-([1,1'-biphenyl]-3-ylmethyl)-5-((R)-2-hydroxybutanoyl)-5-azaspiro[2.4]heptan-7-yl)methanesulfonamide C1(=CC(=CC=C1)CC1N(CC2(CC2)C1NS(=O)(=O)C)C([C@@H](CC)O)=O)C1=CC=CC=C1